Methyl 1-((3,3-difluorocyclobutyl)methyl)-1H-1,2,3-triazole-5-carboxylate FC1(CC(C1)CN1N=NC=C1C(=O)OC)F